5-chloro-1-ethyl-2-(2-methoxypyridin-3-yl)-1H-pyrrolo[2,3-c]pyridine ClC=1C=C2C(=CN1)N(C(=C2)C=2C(=NC=CC2)OC)CC